NC=1C(=NC(=CN1)C=1C=NN(C1)C1CCN(CC1)CCOC1CCN(CC1)C(=O)OC(C)(C)C)C(=O)O[C@@H](C(=O)NC1=CC=C(C=C1)F)C1=CC=CC=C1 (R)-2-((4-fluorophenyl)amino)-2-oxo-1-phenylethyl 3-amino-6-(1-(1-(2-((1-(tert-butoxycarbonyl)piperidin-4-yl)oxy)ethyl)piperidin-4-yl)-1H-pyrazol-4-yl)pyrazine-2-carboxylate